3-methyl-6b,7,8,9,10,10a-hexahydro-1H-pyrido[3',4':4,5]pyrrolo[1,2,3-de]quinoxalin-2(3H)-One CN1C(CN2C=3C(=CC=CC13)C1C2CCNC1)=O